2-Aminoethane-1-d-1-thiolate NCC([S-])[2H]